OC=1C=C2C(=CC(OC2=CC1O)=O)CCCCCCCC[P+](C1=CC=CC=C1)(C1=CC=CC=C1)C1=CC=CC=C1 (8-(6,7-dihydroxy-2-oxo-2H-chromen-4-yl)octyl)triphenylphosphonium